C(C)C1(C(C(C(N1)=O)(F)F)O)C 5-ethyl-3,3-difluoro-4-hydroxy-5-methylpyrrolidin-2-one